CC=1OC2=C(C1)C=CC=C2NC(NC2=CC(=C(C=C2)OC2=CC=CC=C2)C)=O 3-(2-methyl-1-benzofuran-7-yl)-1-(3-methyl-4-phenoxyphenyl)urea